C(CCCCC)C(CO)CCCCCCCCCC 2-hexyl-1-dodecanol